CC1=NC=CC(=C1)C1OCCCC1 2-(2-methylpyridin-4-yl)tetrahydro-2H-pyran